oxadiazaspiro[4.5]decane O1NNCC12CCCCC2